iodine Purine N1=CN=C2N=CNC2=C1.[I]